Bis(chloroethyl)ether ClCCOCCCl